(R)-N-(8,9-difluoro-6-oxo-1,4,5,6-tetrahydro-2H-pyrano[3,4-c]isoquinolin-1-yl)-N-methyl-5-(trifluoromethyl)-1H-pyrrolo[2,3-b]pyridine-2-carboxamide FC=1C(=CC=2C3=C(NC(C2C1)=O)COC[C@@H]3N(C(=O)C3=CC=1C(=NC=C(C1)C(F)(F)F)N3)C)F